CC1(CCC1)C 3,3-dimethylcyclobutane